2,3-dihydrophenanthrene C=1CCC=C2C3=CC=CC=C3C=CC12